Cl.C12N(CCC2NC1)C(=O)OC(C)(C)C tert-butyl 2,6-diazabicyclo[3.2.0]heptane-2-carboxylate hydrochloride